methyl (2E)-7-((1R,2R,3R,5S)-5-acetoxy-2-((1E,3S,4S)-7-cyclopropyl-3-hydroxy-4-methylhept-1-en-6-yn-1-yl)-3-hydroxycyclopentyl)hept-2-enoate C(C)(=O)O[C@H]1C[C@H]([C@@H]([C@H]1CCCC/C=C/C(=O)OC)\C=C\[C@H]([C@H](CC#CC1CC1)C)O)O